C(C)(=O)[C@H]1CC[C@H]2[C@@H]3CC[C@H]4[C@@H]([C@H]3CC[C@@]21C)CCC(CC4)=O (1S,3aS,3bR,5aR,10aS,10bR,12aS)-1-acetyl-12a-methylhexadecahydrocyclohepta[a]cyclopenta[f]naphthalen-8(1H)-one